(S)-(9H-fluoren-9-yl)methyl tert-butyl (2-hydroxybicyclo[2.2.2]octane-1,4-diyl)dicarbamate O[C@@H]1C2(CCC(C1)(CC2)NC(OC(C)(C)C)=O)NC(OCC2C1=CC=CC=C1C=1C=CC=CC21)=O